NC=1C=C(C(=NC1)C)NC(=O)C=1C=NN2C1SC(=C2)C=2C=NN(C2)CCOC N-(5-amino-2-methylpyridin-3-yl)-2-(1-(2-methoxyethyl)-1H-pyrazol-4-yl)pyrazolo[5,1-b]thiazole-7-carboxamide